OC1CCN(CC1)C(=O)C1=CC2=C(C=N1)C=NN2 (4-hydroxy-1-piperidinyl)-(1H-pyrazolo[4,3-C]pyridin-6-yl)methanone